2-oxo-3-(3-oxo-4H-pyrazino[2,3-b][1,4]oxazin-6-yl)-1,3-oxazol O=C1OC=CN1C1=NC2=C(OCC(N2)=O)N=C1